4-(bromomethyl)-3-[[2-fluoro-3-(2-methoxyethylsulfamoylamino)phenyl]methyl]-7-[(3-fluoro-2-pyridyl)oxy]chromen-2-one BrCC1=C(C(OC2=CC(=CC=C12)OC1=NC=CC=C1F)=O)CC1=C(C(=CC=C1)NS(NCCOC)(=O)=O)F